C1(CCCCC1)C=1C=C(C=CC1)CNCC1=CC=C(C=C1)OC N-[(3-cyclohexylphenyl)methyl]-1-(4-methoxyphenyl)-methanamine